ClC1=NC=C(C(=N1)N[C@H]1[C@@H](CCC1)C#N)C (Trans)-2-[(2-chloro-5-methyl-pyrimidin-4-yl)amino]cyclopentanecarbonitrile